C(C)(C)(C)OC(=O)N1C2COCC1CN(C2)CC2=C(N=C1N2C=CC=C1)C1=NC=C(C=C1)Cl 7-{[2-(5-chloropyridin-2-yl)imidazo[1,2-a]pyridin-3-yl]methyl}-3-oxa-7,9-diazabicyclo[3.3.1]nonane-9-carboxylic acid tert-butyl ester